6-(5-methyl-1,3,4-thiadiazol-2-yl)-N-[(3R)-3-piperidyl]-N-[6-(trideuteriomethoxy)-1-isoquinolyl]pyridine-3-carboxamide CC1=NN=C(S1)C1=CC=C(C=N1)C(=O)N(C1=NC=CC2=CC(=CC=C12)OC([2H])([2H])[2H])[C@H]1CNCCC1